N-(4-(3-Chloro-4-fluorophenylamino)-7-methoxyquinazolin-6-yl)-4-(piperidin-1-yl)but-2-enamide Monohydrate O.ClC=1C=C(C=CC1F)NC1=NC=NC2=CC(=C(C=C12)NC(C=CCN1CCCCC1)=O)OC